ClC=1C=C(C=CC1)[C@H]1[C@@H](CN(C1)CCOC)NC(=O)NC1=C(C(=NN1C1=CC=CC=C1)C=1C=NN(C1)C)C 1-(trans-4-(3-chlorophenyl)-1-(2-methoxyethyl)pyrrolidin-3-yl)-3-(1',4-dimethyl-1-phenyl-1H,1'H-[3,4'-bipyrazol]-5-yl)urea